4-amino-1-(2-chloro-3-methylphenyl)-7-cyclopropylpyrido[2,3-d]pyrimidin NC=1C2=C(N(CN1)C1=C(C(=CC=C1)C)Cl)N=C(C=C2)C2CC2